tert-butyl N-[(Z)-{[(tert-butoxy)carbonyl]amino}({[(4S)-4-{[(tert-butoxy)carbonyl]amino}-4-{[(1S)-1-(methylcarbamoyl)-2-(oxan-4-yl)ethyl]carbamoyl}butyl]amino})methylidene]carbamate C(C)(C)(C)OC(=O)N\C(=N/C(OC(C)(C)C)=O)\NCCC[C@@H](C(N[C@@H](CC1CCOCC1)C(NC)=O)=O)NC(=O)OC(C)(C)C